ClC=1C=C2C(=NC=NC2=CC1C1=CC=CC=2CCCCC12)N1CCN(CC1)C(C=C)=O 1-(4-(6-chloro-7-(5,6,7,8-tetrahydro-naphthalen-1-yl)quinazolin-4-yl)piperazin-1-yl)prop-2-en-1-one